CN1CCN(CC1)CC1=C(C=C(C=C1)NC(=O)N1CCNCC1)C(F)(F)F N-(4-((4-methylpiperazin-1-yl)methyl)-3-(trifluoromethyl)phenyl)piperazine-1-carboxamide